calcium heptanesulfonate C(CCCCCC)S(=O)(=O)[O-].[Ca+2].C(CCCCCC)S(=O)(=O)[O-]